CC1CCN(CC1)S(=O)(=O)N 4-methylpiperidin-1-sulfonamid